3-(7-methoxy-1H-indol-3-yl)butanoic acid COC=1C=CC=C2C(=CNC12)C(CC(=O)O)C